1-(3-Chloro-4-(trifluoromethyl)-phenyl)-3-(4-methyl-5-(2-(methylamino)pyrimidin-4-yl)thiazol-2-yl)urea ClC=1C=C(C=CC1C(F)(F)F)NC(=O)NC=1SC(=C(N1)C)C1=NC(=NC=C1)NC